ClC1=CC=C(CNC(=O)NC2CC3(C2)CC(C3)CC=3C=NC(=CC3)C)C=C1 1-(4-chlorobenzyl)-3-(6-((6-methylpyridin-3-yl)methyl)spiro[3.3]hept-2-yl)urea